(E)-4-(2,6-Dimethylhepta-1,5-dienyl)benzene-1,3-diol C\C(=C/C1=C(C=C(C=C1)O)O)\CCC=C(C)C